C(CCCCCCCCCCCCCCC(C)C)(=O)OOC(C)C.C(CCCCCCCCCCCCCCC(C)C)(=O)OOC(C)C.[Ti] titanium di-i-propoxy diisostearate